NC\C=C(\CN1C=NC2=C1C=C(C=C2C=2C=NC=C(C2)Cl)C#N)/F (Z)-1-(4-amino-2-fluorobut-2-en-1-yl)-4-(5-chloropyridin-3-yl)-1H-benzo[d]imidazol-6-carbonitrile